C(CCC)C1=C(C=CC(=C1)CCCC)OP([O-])C1=CC=C(C=C1)C1=CC=C(C=C1)P([O-])[O-] (2,4-dibutylphenyl)-4,4'-biphenyldiphosphonite